CC(C)C1=C(C(=CC(=C1)C(C)C)C(C)C)S(=O)(=O)Cl 2,4,6-tris(prop-2-yl)benzene-1-sulfonyl chloride